(3-(3,5-difluorophenyl)isoxazolidin-2-yl)(1-(4-(3-hydroxy-3-methylbutan-1-yn-1-yl)-5-methylpyrimidin-2-yl)piperidin-4-yl)methanone FC=1C=C(C=C(C1)F)C1N(OCC1)C(=O)C1CCN(CC1)C1=NC=C(C(=N1)C#CC(C)(C)O)C